ethyl-2-[m-(1-imidazolyl) benzoylamino]-5,5-dimethyl-3-hexenoate C(C)OC(C(C=CC(C)(C)C)NC(C1=CC(=CC=C1)N1C=NC=C1)=O)=O